FC1=C(OCC=2C=C(C=CC2OC)/C=C/C(=O)C2=CC=C(C=C2)O)C=CC=C1 (E)-3-[3-[(2-Fluorophenoxy)methyl]-4-methoxyphenyl]-1-(4-hydroxyphenyl)prop-2-en-1-one